2-[6-amino-1-[(4-nitrophenyl)methyl]pyrazolo[3,4-d]pyrimidin-4-yl]pyridine-4-carbonitrile NC1=NC(=C2C(=N1)N(N=C2)CC2=CC=C(C=C2)[N+](=O)[O-])C2=NC=CC(=C2)C#N